[Zn].[Al] aluminium-zinc